ClC1=CC2=C(N(C(N=C2N2C[C@H](N(C[C@@H]2C)C(=O)OC(C)(C)C)C)=O)C=2C(=NC(=CC2C)C)C(C)C)N=C1C1=C(C=CC=C1)F tert-Butyl (2R,5S)-4-(6-chloro-7-(2-fluorophenyl)-1-(2-isopropyl-4,6-dimethylpyridin-3-yl)-2-oxo-1,2-dihydropyrido[2,3-d]pyrimidin-4-yl)-2,5-dimethylpiperazine-1-carboxylate